4'-hydroxy-3,4,5-trimethyltolan OC1=CC=C(C#CC2=CC(=C(C(=C2)C)C)C)C=C1